8-amino-6-(2,8-dimethylimidazo[1,2-b]pyridazin-6-yl)-2-pyrrolidin-3-yl-isoquinolin-1-one NC=1C=C(C=C2C=CN(C(C12)=O)C1CNCC1)C=1C=C(C=2N(N1)C=C(N2)C)C